ClC=1C(=CC(=C(C(=O)NC2=CC(=NC=C2)S(=O)C)C1)OC=1C(=NC(=CC1)F)C)C(F)(F)F 5-chloro-2-((6-fluoro-2-methylpyridin-3-yl)oxy)-N-(2-(methylsulfinyl)pyridin-4-yl)-4-(trifluoromethyl)benzamide